((S)-4-(7-chloropyrazolo[1,5-a]pyridin-2-yl)-6,7-dihydro-1H-imidazo[4,5-c]pyridin-5(4H)-yl)(4-(difluoromethyl)-2-((R)-1-hydroxyethyl)oxazol-5-yl)methanone ClC1=CC=CC=2N1N=C(C2)[C@H]2N(CCC1=C2N=CN1)C(=O)C1=C(N=C(O1)[C@@H](C)O)C(F)F